(2S)-2-[(2S)-2-[(2R)-2-[(4-chlorophenyl)formamido]-2-cyclopentylacetamido]pentanamido]-1-(cyclopropylcarbamoyl)-3-[(3S)-2-oxopyrrolidin-3-yl]propyl acetate C(C)(=O)OC([C@H](C[C@H]1C(NCC1)=O)NC([C@H](CCC)NC([C@@H](C1CCCC1)NC(=O)C1=CC=C(C=C1)Cl)=O)=O)C(NC1CC1)=O